(R)-1-(1-((5-chloropyridin-2-yl)methyl)-1H-benzo[d]imidazol-2-yl)-4,4-difluoropiperidin-3-amine hydrochloride Cl.ClC=1C=CC(=NC1)CN1C(=NC2=C1C=CC=C2)N2C[C@H](C(CC2)(F)F)N